(2R,3R,4S,5S)-2-(acetoxymethyl)-6-bromotetrahydro-2H-pyran-3,4,5-triyltriacetate C(C)(=O)OC[C@@H]1OC([C@H]([C@H]([C@H]1CC(=O)[O-])CC(=O)[O-])CC(=O)[O-])Br